6-amino-5-chloro-3-({3-[(2S)-2-(4-chlorophenyl)-2-hydroxyethyl]-1,2,4-oxadiazol-5-yl}methyl)-1,2,3,4-tetrahydropyrimidine-2,4-dione NC1=C(C(N(C(N1)=O)CC1=NC(=NO1)C[C@H](O)C1=CC=C(C=C1)Cl)=O)Cl